racemic-(1r,4s)-2-oxo-7-azabicyclo[2.2.1]heptane-7-carboxylic acid tert-butyl ester C(C)(C)(C)OC(=O)N1[C@H]2C(C[C@@H]1CC2)=O |r|